CNC1=NC(=NC=C1CNC1CCN(C2=CC=CC=C12)C(=O)OC(C)(C)C)SC tert-butyl 4-[[4-(methylamino)-2-methylsulfanyl-pyrimidin-5-yl] methylamino]-3,4-dihydro-2H-quinoline-1-carboxylate